FC=1C(=NC(=NC1)N[C@H]1[C@@H](COCC1)O)C=1C=C2C(=C(C=NC2=CC1)CN[C@@H]1COCCC1)C(C)C (3S,4R)-4-((5-fluoro-4-(4-isopropyl-3-((((S)-tetrahydro-2H-pyran-3-yl)amino)methyl)quinolin-6-yl)pyrimidin-2-yl)amino)tetrahydro-2H-pyran-3-ol